ClC1=NC(=C(C(=N1)Cl)C=O)Cl 2,4,6-trichloropyrimidine-5-formaldehyde